2-((5R)-5-ethyl-1-(6-p-toluenesulfonylimidazo[4,5-d]pyrrolo[2,3-b]pyridin-1(6H)-yl)pyrrolidin-3-yl)acetonitrile C(C)[C@@H]1CC(CN1N1C=NC=2C1=C1C(=NC2)N(C=C1)S(=O)(=O)C1=CC=C(C)C=C1)CC#N